CC1=CN(C2=CC=CC=C12)C1=C(N)C=CC=C1 2-(3-methyl-1H-1-indolyl)aniline